CC1=C(C=C(C2=C1CCO2)C(=O)N[C@H]2CCOC[C@@H]2O)CC2=CC=C(C=C2)C=2N=C(OC2)C 1,5-anhydro-2,3-dideoxy-3-[(4-methyl-5-{[4-(2-methyl-1,3-oxazol-4-yl)phenyl]methyl}-2,3-dihydro-1-benzofuran-7-carbonyl)amino]-L-threo-pentitol